(cis)-N1-((1R,2S)-2-phenylcyclopropyl)cyclohexane-1,4-diamine C1(=CC=CC=C1)[C@H]1[C@@H](C1)N[C@@H]1CC[C@@H](CC1)N